C(C1=CC=CC=C1)OC(=O)N1CC(C1)O[C@H]1[C@@H](CN(CC1)C(=O)OC(C)(C)C)F tert-butyl (3R,4R)-4-(1-benzyloxycarbonylazetidin-3-yl)oxy-3-fluoro-piperidine-1-carboxylate